NCCN1CCNCC1 1-(2-Aminoethyl)Piperazine